CN1C[C@@H]2N(C3=C(C1=O)C=C(C=N3)C(F)(F)F)CCNC2 (R)-6-methyl-3-(trifluoromethyl)-7,7a,8,9,10,11-hexahydropyrazino[1,2-a]pyrido[3,2-f][1,4]diazepin-5(6H)-one